2,3-dimethoxy-9-(3,4,5-trimethoxyphenyl)dibenzo[b,e]thiepin-11(6H)-one COC1=CC2=C(SCC3=C(C2=O)C=C(C=C3)C3=CC(=C(C(=C3)OC)OC)OC)C=C1OC